(15R)-5-[2-ethynyl-6-(4-methoxy-1-piperidyl)-4-pyridyl]-15-methyl-11-thia-6,14,17-triazatetracyclo[8.8.0.0^2,7.0^12,18]octadeca-1(10),2(7),3,5,8,12(18)-hexaen-13-one C(#C)C1=NC(=CC(=C1)C=1C=CC=2C=3C=4NC[C@H](NC(C4SC3C=CC2N1)=O)C)N1CCC(CC1)OC